C1(CC1)C1=C(C=C(C=C1)[C@@H](NC(=O)[C@H]1N(C[C@@H](C1)F)C(CNC=1N=NN(C1)CC)=O)C1=CC=CC=C1)F (2S,4R)-N-[(S)-(4-cyclopropyl-3-fluorophenyl)(phenyl)methyl]-1-{2-[(1-ethyl-1H-1,2,3-triazol-4-yl)amino]acetyl}-4-fluoropyrrolidine-2-carboxamide